3-[6-bromo-4-(trifluoromethyl)-2H-1,2,3-benzotriazol-2-yl]cyclobutanone BrC=1C=C(C=2C(=NN(N2)C2CC(C2)=O)C1)C(F)(F)F